(S)-7'-(3,5-difluorophenyl)-1-(6-fluoropyridin-2-yl)dihydro-1'H,3'H,5'H-spiro[piperidine-4,2'-pyrazolo[1,2-a]pyrazol]-1'-one FC=1C=C(C=C(C1)F)[C@@H]1CCN2N1C(C1(C2)CCN(CC1)C1=NC(=CC=C1)F)=O